ClC=1C=C2C(=CC=NC2=C(C1C1=C(C=CC=C1OC)F)F)N1[C@H](CN(CC1)C(=O)OC(C)(C)C)C tert-butyl (3S)-4-(6-chloro-8-fluoro-7-(2-fluoro-6-methoxyphenyl)quinolin-4-yl)-3-methylpiperazine-1-carboxylate